OC1=CC=C(CN2C=NC3=C2C(=CC(=C3)C(=O)N)OC)C=C1 1-(4-hydroxybenzyl)-7-methoxy-1H-benzo[d]Imidazol-5-amide